1-(2-(4-fluorophenyl)-2,4,5,6-tetrahydrocyclopenta[c]pyrazol-3-yl)-3-(trans-1-(2-methoxyethyl)-4-phenylpyrrolidin-3-yl)urea FC1=CC=C(C=C1)N1N=C2C(=C1NC(=O)N[C@@H]1CN(C[C@H]1C1=CC=CC=C1)CCOC)CCC2